C(C)(C)(C)OC(=O)N[C@H](C(=O)O)CCC(N)=O (2S)-2-{[(tert-butoxy)carbonyl]amino}-4-Carbamoylbutyric acid